COC(=O)C1=NC(=C(C=C1N(C(=O)OC(C)(C)C)C(=O)OC(C)(C)C)S(=O)(=O)C)Br.COC(C)NC=O N-(1-methoxyethyl)formamide methyl-3-[bis(tert-butoxycarbonyl)amino]-6-bromo-5-methylsulfonyl-pyridine-2-carboxylate